1-cyclopentyl-N-[(3R)-1-(4-fluorophenyl)-2,5-dioxopyrrolidin-3-yl]-5-[2-(trifluoromethyl)phenyl]-1H-pyrazole-3-carboxamide C1(CCCC1)N1N=C(C=C1C1=C(C=CC=C1)C(F)(F)F)C(=O)N[C@H]1C(N(C(C1)=O)C1=CC=C(C=C1)F)=O